N-[(2S)-2-(hydroxymethyl)-2-methyl-6-[(1R,4R)-2-oxa-5-azabicyclo[2.2.1]heptan-5-yl]-3H-benzofuran-5-yl]pyrazolo[1,5-a]pyrimidine-3-carboxamide OC[C@]1(OC2=C(C1)C=C(C(=C2)N2[C@H]1CO[C@@H](C2)C1)NC(=O)C=1C=NN2C1N=CC=C2)C